(R)-N-((1R)-1-(3-allyl-5-fluoro-2-hydroxyphenyl)ethyl)-2-methylpropane-2-sulfinamide C(C=C)C=1C(=C(C=C(C1)F)[C@@H](C)N[S@](=O)C(C)(C)C)O